tert-butyl (2R,6S)-4-[2-(7-fluoro-2-methylindazol-5-yl)quinazolin-6-yl]-2,6-dimethylpiperazine-1-carboxylate FC1=CC(=CC2=CN(N=C12)C)C1=NC2=CC=C(C=C2C=N1)N1C[C@H](N([C@H](C1)C)C(=O)OC(C)(C)C)C